O1C(COC2=C1C=CC=C2)CN2CC(CC2)(C)CO [1-(2,3-dihydro-benzo[1,4]dioxin-2-ylmethyl)-3-methylpyrrolidin-3-yl]-methanol